methyl 1-(2-hydroxyethyl)-1H-indazole-3-carboxylate OCCN1N=C(C2=CC=CC=C12)C(=O)OC